ClC1=C(C=C2C=C(N=CC2=C1)NC(=O)C=1C=NN(C1)C)C1CCN(CC1)C1COCC1O N-(7-chloro-6-(1-(4-hydroxytetrahydrofuran-3-yl)piperidin-4-yl)isoquinolin-3-yl)-1-methyl-1H-pyrazole-4-carboxamide